CC1=C2C(=CNC2=C(C=C1)N1CCC(CC1)C1=CC=C(C=C1)OCCCC=O)C#N 4-methyl-7-{4-[4-(4-oxobutoxy)phenyl]piperidin-1-yl}-1H-indole-3-carbonitrile